N-phenyl-5-[[(3S)-1-[2-oxo-2-[(2S,4S)-2-cyano-4-fluoro-pyrrolidin-1-yl]ethyl]pyrrolidin-3-yl]amino]quinoline-8-carboxamide C1(=CC=CC=C1)NC(=O)C=1C=CC(=C2C=CC=NC12)N[C@@H]1CN(CC1)CC(N1[C@@H](C[C@@H](C1)F)C#N)=O